[Cl-].Cl[Si](C)(C)C[N+]1=C(C=CC=C1)C 1-{(chlorodimethylsilyl)methyl}-2-methylpyridinium chloride